sorbitol monocarbonate C(O)(O)=O.OC[C@H](O)[C@@H](O)[C@H](O)[C@H](O)CO